C12CN(CC(N1)C2)C(=O)C=2C=C1C(=NNC1=CC2)C#CC2=C(C=CC=C2)OC(F)(F)F (3,6-Diazabicyclo[3.1.1]heptan-3-yl)(3-((2-(trifluoromethoxy)phenyl)ethynyl)-1H-indazol-5-yl)methanone